3-(5-(2-Ethyl-5-phenyl-2H-1,2,3-triazol-4-yl)-1-oxoisoindolin-2-yl)piperidine-2,6-dione C(C)N1N=C(C(=N1)C=1C=C2CN(C(C2=CC1)=O)C1C(NC(CC1)=O)=O)C1=CC=CC=C1